2-(thiophen-2-yl)quinazoline S1C(=CC=C1)C1=NC2=CC=CC=C2C=N1